C(C)(C)(C)O\N=C\C1=CC(=CC=C1)C=1C=NN(C1)C1=CC=C(C=C1)C(F)(F)F (E)-3-(1-(4-(trifluoromethyl)phenyl)-1H-pyrazol-4-yl)benzaldehyde O-(tert-butyl) oxime